ClC=1C=CC(=C(C1)C1=C(C=NN1C)C1=CC=C2C(NN=C(C2=C1)CNC(OC(C)(C)C)=O)=O)C#N tert-butyl N-[[7-[5-(5-chloro-2-cyano-phenyl)-1-methyl-pyrazol-4-yl]-4-oxo-3H-phthalazin-1-yl]methyl]carbamate